tri(trimethylsilylmethyl)phosphorus C[Si](C)(C)CP(C[Si](C)(C)C)C[Si](C)(C)C